C(#N)CC1CCN(CCO1)C(=O)OCC1=CC=CC=C1 benzyl 7-(cyanomethyl)-1,4-oxazepane-4-carboxylate